BrC=1C=CC(=NC1)CC#N (5-bromo-pyridin-2-yl)-acetonitrile